(9-bromo-3-(4-methoxybenzyl)-7-methyl-5-oxo-3,5-dihydro-4H-pyrazolo[3,4-c]isoquinolin-4-yl)propanal BrC=1C=2C3=C(N(C(C2C=C(C1)C)=O)C(C=O)C)N(N=C3)CC3=CC=C(C=C3)OC